Benzofuro[3,2-D]pyrimidine-2,4-dicarbonitrile N1=C(N=C(C2=C1C1=C(O2)C=CC=C1)C#N)C#N